(S)-3-(5-fluoropyridin-3-yl)isoxazolidine 2,2,2-trifluoroacetate FC(C(=O)O)(F)F.FC=1C=C(C=NC1)[C@H]1NOCC1